ClC=1C=C2C=NN(C2=C(C1)C(=O)OC)CC1=NC=C(N=C1)Cl Methyl 5-chloro-1-((5-chloropyrazin-2-yl) methyl)-1H-indazole-7-carboxylate